C(C)(C)(C)OC(=O)N1CCC(CC1)C1=CN=C(S1)N.F[B-](F)(F)F.C1(CCC(N1OC(=[N+](C)C)N(C)C)=O)=O 2-succinimido-1,1,3,3-tetramethyluronium tetrafluoroborate tert-butyl-4-(2-aminothiazol-5-yl)piperidine-1-carboxylate